disuccinimidyl glutarate disuccinimidyl-pimelate C1(CCC(N1C(CCC(=O)O)(CCC(=O)O)N1C(CCC1=O)=O)=O)=O.C(CCCC(=O)ON1C(CCC1=O)=O)(=O)ON1C(CCC1=O)=O